CC(=C)C 2-methylprop-1-ene